(R)-1-(2-imidazole-1-yl-6-methylpyrimidine-4-yl)-pyrrolidine N1(C=NC=C1)C1=NC(=CC(=N1)N1CCCC1)C